ethyl (e)-N2-(4-methoxybenzoyl)-N6-(2-methylbut-2-enoyl)lysinate COC1=CC=C(C(=O)N[C@@H](CCCCNC(\C(=C\C)\C)=O)C(=O)OCC)C=C1